ClC1=CC=C(C=C1)[C@@]1(N(C(C2=CC(=CC(=C12)F)C(=O)C=1N=CN(C1)C)=O)CC1=NC=C(C#N)C=C1)OCC(=C)CO (R)-6-((1-(4-chlorophenyl)-7-fluoro-1-((2-(hydroxymethyl)allyl)oxy)-5-(1-methyl-1H-imidazole-4-carbonyl)-3-oxoisoindolin-2-yl)methyl)nicotinonitrile